FC1=C(C=CC(=C1)OCCOC(F)(F)F)NC1=CC=NC2=CC(=CC=C12)C N-(2-fluoro-4-(2-(trifluoro-methoxy)eth-oxy)phenyl)-7-methylquinolin-4-amine